2,3,4,7-tetrahydro-1,4-oxazepine O1CCNC=CC1